Vanadium-Oxid [O-2].[V+5].[O-2].[O-2].[O-2].[O-2].[V+5]